4-Bromo-1-(cyclopropylsulfonyl)-1H-pyrazole BrC=1C=NN(C1)S(=O)(=O)C1CC1